C(C)(C)(C)OC(=O)N1[C@H]([C@H](C(C1)(F)F)NS(N(C)C)(=O)=O)CC1=C(C(=CC=C1)Cl)F (2S,3R)-2-[(3-chloro-2-fluorophenyl)methyl]-3-[(dimethylsulfamoyl)amino]-4,4-difluoropyrrolidine-1-carboxylic acid tert-butyl ester